isopropyl (S)-6-diazo-2-((S)-2-hydroxybutanamido)-5-oxohexanoate [N+](=[N-])=CC(CC[C@@H](C(=O)OC(C)C)NC([C@H](CC)O)=O)=O